N[C@H](C(=O)NCCC(=O)NC)CCN(C(CO)=O)[C@H](C(C)(C)C)C=1N(C=C(C1)C1=C(C=CC(=C1)F)F)CC1=CC=CC=C1 (2S)-2-amino-4-[{(1R)-1-[1-benzyl-4-(2,5-difluorophenyl)-1H-pyrrol-2-yl]-2,2-dimethylpropyl}(hydroxyacetyl)amino]-N-[3-(methylamino)-3-oxopropyl]butanamide